C(C)(C)(C)OC(=O)N1CCC(CC1)CC1CN(C1)C1=C2C(N(C(C2=CC=C1)=O)C1C(NC(CC1)=O)=O)=O.BrC=1C(=C(N)C=C(C1)F)OC([2H])([2H])[2H] 3-bromo-5-fluoro-2-(methoxy-d3)aniline tert-butyl-4-((1-(2-(2,6-dioxopiperidin-3-yl)-1,3-dioxoisoindolin-4-yl)azetidin-3-yl)methyl)piperidine-1-carboxylate